COC1=C(C(=CC(=C1)C(=O)N1CCOCC1)OC)S(=O)(=O)NC1=NOC2=C1CC1(C3=CC=C(C=C32)N3[C@H](CC3)C)CC1 (S)-2,6-dimethoxy-N-(8'-(2-methylazetidin-1-yl)-4'H-spiro[cyclopropane-1,5'-naphtho[2,1-d]isoxazol]-3'-yl)-4-(morpholine-4-carbonyl)benzenesulfonamide